C(#N)CC1(CC1)CN1C(=NC=2C1=NC(=CC2)C(=O)OC)CC2CC=C(CC2)C2=NC=C(C(=N2)O)F methyl 3-((1-(cyanomethyl) cyclopropyl) methyl)-2-((4-(5-fluoro-4-hydroxypyrimidin-2-yl) cyclohex-3-en-1-yl) methyl)-3H-imidazo[4,5-b]pyridine-5-carboxylate